4-(naphthalen-2-yl)-N-PHENYLANILINE C1=C(C=CC2=CC=CC=C12)C1=CC=C(NC2=CC=CC=C2)C=C1